C1(CC1)C1=CC(=C(C(=O)OC(C)(C)C)C=C1)I tert-butyl 4-cyclopropyl-2-iodo-benzoate